N1=C(C=NC=C1)NC1=NN(C2=C1C=NC(=C2)C(=O)[O-])CC(F)(F)F.[Li+] lithium 3-((pyrazin-2-yl)amino)-1-(2,2,2-trifluoroethyl)-1H-pyrazolo[4,3-c]pyridine-6-carboxylate